3-[2-amino-6-(3-methoxyphenoxy)-3-pyridyl]-5,5-dimethyl-imidazolidine-2,4-dione NC1=NC(=CC=C1N1C(NC(C1=O)(C)C)=O)OC1=CC(=CC=C1)OC